tert-butyl (2S)-2-{[(tert-butyldiphenylsilyl)oxy]methyl}-4-isopropoxypyrrolidine-1-carboxylate [Si](C1=CC=CC=C1)(C1=CC=CC=C1)(C(C)(C)C)OC[C@H]1N(CC(C1)OC(C)C)C(=O)OC(C)(C)C